ClC=1C=C(C=CC1F)NC1=NC=NC2=CC(=C(C=C12)NC(C=CCN1CCOCCC1)=O)O[C@@H]1COCC1 4-[(3-chloro-4-fluorophenyl)amino]-6-{[4-(homomorpholin-4-yl)-1-oxo-2-buten-1-yl]amino}-7-[(S)-(tetrahydrofuran-3-yl)oxy]-quinazoline